2-(allyloxy)-3-isopropoxy-4-nitrobenzoic acid allyl ester C(C=C)OC(C1=C(C(=C(C=C1)[N+](=O)[O-])OC(C)C)OCC=C)=O